2-(3,8-dichloro-9-(dimethylamino)-2-ethoxy-5-oxobenzo[b][1,8]naphthyridin-10(5H)-yl)acetic acid ClC1=CC=2C(C3=C(N(C2N=C1OCC)CC(=O)O)C(=C(C=C3)Cl)N(C)C)=O